BrC1=CC(=C(O[C@H](C(=O)OC)C2CC2)C=C1F)C1=NOCC1OCC methyl (2S)-2-[4-bromo-5-fluoro-2-(4-ethoxy-4,5-dihydroisoxazol-3-yl)phenoxy]-2-cyclopropylacetate